(2S,5R)-7-Oxo-2-(N-((R)-piperidin-3-yl) carbamimidoyl)-1,6-diazabicyclo[3.2.1]octan-6-yl hydrogen sulfate S(=O)(=O)(ON1[C@@H]2CC[C@H](N(C1=O)C2)C(N[C@H]2CNCCC2)=N)O